N1N=C(N=C1)C1=NC(=NC=C1C(F)(F)F)N 4-(1H-1,2,4-triazol-3-yl)-5-(trifluoromethyl)pyrimidin-2-amine